CN1C(=NN=C1)C=1C=C(C#N)C=CC1 3-(4-methyl-1,2,4-triazol-3-yl)benzonitrile